C(C)OC(C(C(=O)OCC)(C)C1=C(C=C(C=C1)[N+](=O)[O-])F)=O.NCC1=CC=C(S1)S(=O)(=O)N 5-(aminomethyl)thiophene-2-sulfonamide diethyl-2-(2-fluoro-4-nitrophenyl)-2-methylmalonate